3-[(2-phenylethyl)sulfanyl]-5-propyl-[1,2,4]triazolo[4,3-a]pyrimidin-7(8H)-one C1(=CC=CC=C1)CCSC1=NN=C2N1C(=CC(N2)=O)CCC